8'-Methyl-2'-(pyridin-4-ylmethyl)-N-[(2S)-tetrahydrofuran-2-ylmethyl]-2',5'-dihydrospiro[cyclobutan-1,4'-furo[2,3-g]indazol]-7'-carboxamide CC1=C(OC=2CC3(C4=CN(N=C4C21)CC2=CC=NC=C2)CCC3)C(=O)NC[C@H]3OCCC3